ClC1=C(C[C@H]2NC(=NOC2)C2=CN=NC=C2OC2=CC(=CC=C2)C2CC2)C=CC(=C1)C |r| (5RS)-5-(2-chloro-4-methylbenzyl)-3-[5-(3-cyclopropylphenoxy)pyridazin-4-yl]-5,6-dihydro-4H-1,2,4-oxadiazine